1-chloro-2-(chloromethyl)-2-pentene ClCC(=CCC)CCl